C(N)(=O)C1CN(C2=C(O1)C=C(C=C2)C(=O)OC)C(CCl)=O methyl 2-carbamoyl-4-(2-chloroacetyl)-3,4-dihydro-2H-benzo[b][1,4]oxazine-7-carboxylate